COC(CC(C(=O)OCC)=C)=O Itaconic acid ethyl methyl ester